2,2,3,3,4,4,5,5,6,6,7,7,8,8,8-Pentadecafluorooctylmethacrylate FC(COC(C(=C)C)=O)(C(C(C(C(C(C(F)(F)F)(F)F)(F)F)(F)F)(F)F)(F)F)F